C12CCC(CC1)N2C2=NC(=CC1=C2N=C(N=C1)NC1=NC=2CCN(CC2C=C1)C(CN1CCC(CC1)O)=O)[C@@H](C)O 1-[2-[[8-(7-azabicyclo[2.2.1]heptan-7-yl)-6-[(1R)-1-hydroxyethyl]pyrido[3,4-d]pyrimidin-2-yl]amino]-7,8-dihydro-5H-1,6-naphthyridin-6-yl]-2-(4-hydroxypiperidin-1-yl)ethanone